2,2-difluoro-1,3-dimethylimidazoline FC1(N(CCN1C)C)F